C(CCCCCCCCCCCCCCC)N1C(=C(C(C2=C(C=C(C=C12)OC(=O)C(C)(C)C)OC(=O)C(C)(C)C)=O)OC(=O)C(C)(C)C)C1=CC(=C(C=C1)OC(=O)C(C)(C)C)OC N-hexadecyl-2-(3-methoxy-4-(t-butylcarbonyloxy)-phenyl)-3,5,7-tri-(t-butylcarbonyloxy)-quinolin-4-one